C(C)(C)(C)OC(=O)NC(COCCC(=O)OC)C1=C(C=CC=C1)Cl methyl 3-(2-((tert-butoxycarbonyl)amino)-2-(2-chlorophenyl)ethoxy)propanoate